FC(C1=CC=C(C=C1)CCNC1=C(C(=O)O)C=CC=C1)(F)F 2-(4-trifluoromethyl-phenyl)-ethylamino-benzoic acid